N-[(3-cyclopropyl-2-nitro-imidazol-4-yl)methyl]-N-[7-morpholino-5-[4-(pyrimidin-2-ylamino)cyclohexoxy]-1,6-naphthyridin-3-yl]methanesulfonamide C1(CC1)N1C(=NC=C1CN(S(=O)(=O)C)C=1C=NC2=CC(=NC(=C2C1)OC1CCC(CC1)NC1=NC=CC=N1)N1CCOCC1)[N+](=O)[O-]